Cl.N[C@H](CO)CC1=CC=C(C=C1)OCCOCCOCCOCC (2S)-2-Amino-3-(4-{2-[2-(2-ethoxyethoxy)ethoxy]ethoxy}phenyl)propan-1-ol hydrochlorid